(4-(3-(trifluoromethyl)pyridin-2-yl)phenyl)methanamine FC(C=1C(=NC=CC1)C1=CC=C(C=C1)CN)(F)F